C(#N)[C@@H](C[C@H]1C(NCCC1)=O)NC(=O)[C@H]1N([C@@H]2CC([C@H]1CC2)(F)F)C([C@@H](NC2=C(C=CC(=C2)F)F)C)=O (1S,3S,4S)-N-((R)-1-cyano-2-((S)-2-oxopiperidin-3-yl)ethyl)-2-((2,5-difluorophenyl)-L-alanyl)-5,5-difluoro-2-azabicyclo[2.2.2]octane-3-carboxamide